2-methyl-10H-tribenzo[b,e,g][1,4]selenazocine CC=1C=CC2=C(C3=C(NC4=C([Se]2)C=CC=C4)C=CC=C3)C1